4-(1H-indol-3-yl)-6-(piperidin-3-ylamino)-1,7-naphthyridine-3-carbonitrile N1C=C(C2=CC=CC=C12)C1=C(C=NC2=CN=C(C=C12)NC1CNCCC1)C#N